N1C(CCC1)C(=O)OC(C)(C)C tert-butyl pyrrolidine-2-carboxylate